CC1(C(C=2CCCOC2C(C1)=O)=O)S(=O)(=O)[O-].[K+] potassium 6-methyl-5,8-dioxo-3,4,5,6,7,8-hexahydro-2H-chromene-6-sulfonate